Cl.S1(CCNCC1)(=O)=O 1,4-thiazinane 1,1-dioxide hydrochloride salt